C1(CCC1)C1=CC=C(CC2=NOC(=N2)CC(C(=O)OC(C)(C)C)P(=O)(OCC)OCC)C=C1 tert-butyl 3-(3-(4-cyclobutylbenzyl)-1,2,4-oxadiazol-5-yl)-2-(diethoxyphosphoryl)propanoate